P(O)(=O)(OP(=O)(O)OP(=O)(O)O)OC[C@@H]1[C@H](C[C@@H](O1)N1C(=O)N=C(N)C=C1)O 2'-deoxycytidine-5'-triphosphate